CC=1N(C=CN1)C1=NC(=NC=N1)N1CCC(CC1)C(=O)O 1-[4-(2-methylimidazol-1-yl)-1,3,5-triazin-2-yl]piperidine-4-carboxylic acid